styrene-N-methyl-4-vinylpyridinium salt C[N+]1=CC=C(C=C1)C=C.C=CC1=CC=CC=C1